Cl.COC1=CC=2C(=C3C(=NC2C=C1)CCC3)N 7-methoxy-1H,2H,3H-cyclopenta[b]quinoline-9-amine hydrochloride